ClC1=NC=C(C(=N1)C)CN1N=CC(=N1)[N+](=O)[O-] 2-Chloro-4-methyl-5-((4-nitro-2H-1,2,3-triazol-2-yl)methyl)pyrimidine